C(C)(C)(C)OC(COC1=C(C=CC=C1)C1CCC(CC1)OC[C@@H]1N(C(CC1=O)C)C(=O)OC(C)(C)C)=O tert-butyl (2S)-2-((((1s,4R)-4-(2-(2-(tert-butoxy)-2-oxoethoxy)phenyl)cyclohexyl)oxy)methyl)-5-methyl-3-oxopyrrolidine-1-carboxylate